tert-butyl 4-[6-(methylcarbamoyl)-2-(trifluoromethyl)-3-pyridyl]piperazine-1-carboxylate CNC(=O)C1=CC=C(C(=N1)C(F)(F)F)N1CCN(CC1)C(=O)OC(C)(C)C